N1=NN(C2=NC=CC=C21)C2=CC(=C(C(=O)N([C@H]1CNCCC1)C1=NC=CC3=C1C=C(S3)C3=CC(=CC=C3)C(C)(C)O)C=C2)F (R)-4-(3H-[1,2,3]triazolo[4,5-b]pyridin-3-yl)-2-fluoro-N-(2-(3-(2-hydroxypropan-2-yl)phenyl)thieno[3,2-c]pyridin-4-yl)-N-(piperidin-3-yl)benzamide